C(#N)C(C)(C)N1CC=C(C=C1)NC(C1=C(C=CC=C1)N1N=CC=C1)=O N-(1-Cyano-1-methylethyl)-4-[(2-pyrazol-1-ylbenzoyl)amino]pyridin